5-bromo-2-(bromomethyl)pyridine BrC=1C=CC(=NC1)CBr